tert-butyl 8-((tert-butyldiphenylsilyl) oxy)-2,2-dimethyl-3-oxooctanoate [Si](C1=CC=CC=C1)(C1=CC=CC=C1)(C(C)(C)C)OCCCCCC(C(C(=O)OC(C)(C)C)(C)C)=O